FC(C=1C=CC=2N(N1)C(=CN2)C2=CC(=NC=N2)N2CC(CC(C2C)C)CNS(=O)(=O)C)F N-((1-(6-(6-(difluoromethyl)imidazo[1,2-b]pyridazin-3-yl)pyrimidin-4-yl)-5,6-dimethylpiperidin-3-yl)methyl)methanesulfonamide